tert-butyl (3R)-3-[[2-fluoro-4-(1-methyltriazol-4-yl)benzoyl]-[8-methyl-6-(1-methylpyrazol-4-yl)-1-isoquinolyl]amino]piperidine-1-carboxylate FC1=C(C(=O)N([C@H]2CN(CCC2)C(=O)OC(C)(C)C)C2=NC=CC3=CC(=CC(=C23)C)C=2C=NN(C2)C)C=CC(=C1)C=1N=NN(C1)C